1-chloro-1,4-dipropyl-1,4-disilacyclohexane Cl[Si]1(CC[SiH](CC1)CCC)CCC